N1(CCC=2C(=CC=CC12)C=1C=2CCN(C2C=CC1)C(=O)C1=CC(=C(C=O)C=C1)O)C(=O)C1=CC(=C(C=O)C=C1)O 4,4'-([4,4'-biindoline]-1,1'-dicarbonyl)bis(2-hydroxybenzaldehyde)